N1=CN=CC2=C1NC(C2([2H])[2H])([2H])[2H] 6,7-dihydro-5H-pyrrolo[2,3-d]pyrimidine-5,5,6,6-d4